1-(2-chlorophenyl)-N-[4-(2,4-dioxo-1,2,3,4-tetrahydronaphtho[1,2-b][1,4]diazepine-5-yl)phenyl]methanesulfonamide Methyl-α-carbomethoxy-p-methoxycinnamat COC(C(=CC1=CC=C(C=C1)OC)C(=O)OC)=O.ClC1=C(C=CC=C1)CS(=O)(=O)NC1=CC=C(C=C1)N1C2=C(NC(CC1=O)=O)C1=CC=CC=C1C=C2